5,5-dimethyl-1-cyclohexen CC1(CCC=CC1)C